3-[2,2,2-Trifluoro-N-(1-methyl-1H-pyrazol-4-yl)acetamido]cyclopentane-1-aminium chloride [Cl-].FC(C(=O)N(C=1C=NN(C1)C)C1CC(CC1)[NH3+])(F)F